3,3-difluoro-2,2-dimethyl-1-(1,2,4,5-tetrahydro-3,2-benzoxazepin-2-yl)propan-1-one FC(C(C(=O)N1CC2=C(CCO1)C=CC=C2)(C)C)F